FC(C(C(F)(F)F)O)(F)F hexafluoroi-propanol